7-oxo-4,5,6,7-tetrahydro-1H-pyrazolo[3,4-c]Pyridine-3-carboxylic acid ethyl ester C(C)OC(=O)C1=NNC=2C(NCCC21)=O